C[Si](C)(CCC(C(C(C(C(C(C(C(F)(F)F)(F)F)(F)F)(F)F)(F)F)(F)F)(F)F)(F)F)O[Si](C)(C)CCC(C(C(C(C(C(C(C(F)(F)F)(F)F)(F)F)(F)F)(F)F)(F)F)(F)F)(F)F 1,3-bis(heptadecafluoro-1,1,2,2-tetrahydrodecyl)tetramethyldisiloxane